ClC1=CC=C(C(=N1)C(=O)O)NC(C)C=1C=C(C=C2C(N(C(=NC12)N1CC2=NC=C(C=C2C1)F)C)=O)C 6-chloro-3-[1-[2-(3-fluoro-5,7-dihydropyrrolo[3,4-b]pyridin-6-yl)-3,6-dimethyl-4-oxoquinazolin-8-yl]ethylamino]pyridine-2-carboxylic acid